N-(tert-Butoxycarbonyl)-O-(cyclobutylmethyl)-L-serine C(C)(C)(C)OC(=O)N[C@@H](COCC1CCC1)C(=O)O